C(C)(C)(C)C=1C=C(C=C(C1OC)C(C)(C)C)S 3,5-di-tert-butyl-4-methoxybenzenethiol